3-[2-(dimethylamino)ethoxy]-5-(imidazol-1-yl)-N-[2-(trifluoromethyl)pyridin-4-yl]benzamide CN(CCOC=1C=C(C(=O)NC2=CC(=NC=C2)C(F)(F)F)C=C(C1)N1C=NC=C1)C